L-glutamyl-(2,6-difluorophenoxy)methyl ketone N[C@@H](CCC(=O)O)C(=O)C(OC1=C(C=CC=C1F)F)C(=O)C(C([C@@H](N)CCC(=O)O)=O)OC1=C(C=CC=C1F)F